C(C1=CC=CO1)NCCCCCNCC1=CC=CO1 N,N'-difurfuryl-1,5-pentanediamine